5-acetyl-3-(4-(4-methoxy-4-methylpiperidin-1-yl)phenyl)-7-methylquinoline-2-carbonitrile C(C)(=O)C1=C2C=C(C(=NC2=CC(=C1)C)C#N)C1=CC=C(C=C1)N1CCC(CC1)(C)OC